5-phenyl-N-tricyclo[3.3.1.13,7]dec-1-yl-3-isoxazolemethanamine C1(=CC=CC=C1)C1=CC(=NO1)CNC12CC3CC(CC(C1)C3)C2